(2S,5S)-5-(((tert-butoxycarbonyl)amino)methyl)tetrahydrofuran-2-carboxylic acid C(C)(C)(C)OC(=O)NC[C@@H]1CC[C@H](O1)C(=O)O